C(C=C)OC(=O)N[C@H](C(=O)N[C@H](C(=O)NC=1C=CC(=C(CN(C(OCC2C3=CC=CC=C3C=3C=CC=CC23)=O)C)C1)CO)CCCNC(=O)N)C(C)C (9H-fluoren-9-yl)methyl (5-((S)-2-((S)-2-(((allyloxy)carbonyl)amino)-3-methylbutanamido)-5-ureidopentanamido)-2-(hydroxymethyl)benzyl)(methyl)carbamate